5-bromopyridine methyl-formate COC=O.BrC=1C=CC=NC1